ClC=1C=C2C=C(NC2=CC1OCC1=CC(=NO1)C)CNC(=O)C1(COC1)C#N N-((5-chloro-6-((3-methylisoxazol-5-yl)methoxy)-1H-indol-2-yl)methyl)-3-cyanooxetane-3-carboxamide